tert-butyl (2-(2-fluoro-5-(pyrrolidin-1-ylmethyl)phenyl)-4-((2-(trifluoromethyl)benzyl)carbamoyl)thiazol-5-yl)carbamate FC1=C(C=C(C=C1)CN1CCCC1)C=1SC(=C(N1)C(NCC1=C(C=CC=C1)C(F)(F)F)=O)NC(OC(C)(C)C)=O